12-chloro-11-fluoro-13,14-dimethyl-6,7,13,14-tetrahydro-1,15-ethenopyrazolo[4,3-f][1,4,8,10]benzoxatriazacyclotridecin-4(5H)-one ClC1=C(C=CC2=C1C(N(C1=NC3=C(C(NCCO2)=O)C=NN3C=C1)C)C)F